5-[2-(2-{[1,1'-Biphenyl]-3-sulfonamido}phenyl)ethynyl]pyridin C1(=CC(=CC=C1)S(=O)(=O)NC1=C(C=CC=C1)C#CC=1C=CC=NC1)C1=CC=CC=C1